N-methyl-(4-methylphenyl)amine CNC1=CC=C(C=C1)C